ClC1=C(C=C2CCN(CC2=C1)C(C(F)(F)F)=O)NC1=NC=C(C(=N1)NCCCN1C(CCCC1)=O)C(F)(F)F 1-(3-(2-(7-Chloro-2-(2,2,2-trifluoroacetyl)-1,2,3,4-tetrahydroisoquinolin-6-ylamino)-5-(trifluoromethyl)pyrimidin-4-ylamino)propyl)piperidin-2-one